FC=1C=C2C(=NNC2=CC1OCCOC)C1=CC(=NO1)C1=CC=C(C=C1)C(=O)N1CC2(COC2)C1 5-Fluoro-6-(2-methoxyethoxy)-3-[3-(4-{2-oxa-6-azaspiro[3.3]heptan-6-carbonyl}phenyl)-1,2-oxazol-5-yl]-1H-indazol